C(C1=CC=CC=C1)(=O)OCCCN1CCC2=CC(=CC(=C12)C#N)CC(C)N=[N+]=[N-] 1-(3-benzoyloxypropyl)-5-(2-azidopropyl)-7-cyanoindoline